pyrimidine-5-one N=1C=NCC(C1)=O